C1N(CC12CCOCC2)C2=CC=C(C=N2)N2N=NC1=C2C(=C(C(=C1)F)O)F 1-(6-(7-Oxa-2-azaspiro[3.5]nonan-2-yl)pyridin-3-yl)-5,7-difluoro-1H-benzo[d][1,2,3]triazol-6-ol